C1(CCCC1)P(C1=CC(=CC(=C1)C(C)(C)C)C(C)(C)C)C1CCCC1 dicyclopentyl(3,5-di-(tert-butyl)phenyl)phosphine